tert-butyl 4-((1r,4r)-4-(6-isopropoxy-1-oxo-5-(pyrazolo[1,5-a]pyrimidine-3-carboxamido)isoindolin-2-yl)cyclohexyl)piperazine-1-carboxylate C(C)(C)OC1=C(C=C2CN(C(C2=C1)=O)C1CCC(CC1)N1CCN(CC1)C(=O)OC(C)(C)C)NC(=O)C=1C=NN2C1N=CC=C2